CC1(OB(OC1(C)C)C1=CC2CC(CC2C1)=O)C 5-(4,4,5,5-tetramethyl-1,3,2-dioxaborolan-2-yl)-3,3a,6,6a-tetrahydropentalen-2(1H)-one